di-(2-methoxyethoxy)aminosilane COCCON(OCCOC)[SiH3]